OC(CN1N(C(C(=C1C)C(=O)NC1=NC=C(C=C1)OC1=CC=NC2=CC(=CC=C12)OC)=O)C1=CC=CC=C1)(C)C 1-(2-Hydroxy-2-methylpropyl)-N-(5-(7-methoxyquinolin-4-yloxy)pyridin-2-yl)-5-methyl-3-oxo-2-phenyl-2,3-dihydro-1H-pyrazole-4-carboxamide